COC(=O)C1COC(CC1=O)C1=C(C(=CC(=C1)N(CC1=CC=C(C=C1)OC)CC1=CC=C(C=C1)OC)Cl)C(F)(F)F.C12(CC3CC(CC(C1)C3)C2)CC(=O)NC=2C=CC3=CN(N=C3C2)CC2=CC=CC=C2 2-(1-adamantyl)-N-(2-benzylindazol-6-yl)acetamide methyl-6-(5-(bis(4-methoxybenzyl)amino)-3-chloro-2-(trifluoromethyl)phenyl)-4-oxotetrahydro-2H-pyran-3-carboxylate